tert-butyl (2-(3-(2-(5-methyl-[1,1'-biphenyl]-2-yl)-1H-pyrrolo[2,3-b]pyridin-3-yl) propionamido) ethyl) carbonate C(OC(C)(C)C)(OCCNC(CCC1=C(NC2=NC=CC=C21)C2=C(C=C(C=C2)C)C2=CC=CC=C2)=O)=O